C(CC)OCCCC(=O)O 4-PROPOXYBUTANOIC ACID